(2S,5R)-5-(2-chlorophenyl)-1-(4-(pyridin-3-yl)benzoyl)pyrrolidine-2-carboxylic acid ClC1=C(C=CC=C1)[C@H]1CC[C@H](N1C(C1=CC=C(C=C1)C=1C=NC=CC1)=O)C(=O)O